t-butyl (2R,5'S)-5'-carbamoyl-3-oxo-3,4-dihydrospiro[benzo[b][1,4]thiazine-2,3'-pyrrolidine]-1'-carboxylate C(N)(=O)[C@@H]1C[C@@]2(CN1C(=O)OC(C)(C)C)C(NC1=C(S2)C=CC=C1)=O